N1N=CC2=CC(=CC=C12)C=1N=C2N(N=C(C=C2)N)C1C1=NOC(=N1)CS(=O)CC1=CC=C(C=C1)OC (1H-indazol-5-yl)-3-{5-{[(4-methoxybenzyl)sulfinyl]methyl}-1,2,4-oxadiazol-3-yl}imidazo[1,2-b]pyridazin-6-amine